1-isopropyl-3-(pyridin-3-yl)-1H-pyrazolo[3,4-d]pyrimidin-4-amine C(C)(C)N1N=C(C=2C1=NC=NC2N)C=2C=NC=CC2